C(#N)C=1C=NN(C1)C1C(CC(C1)C1=CC=C(C=C1)F)N1C[C@@H](CCC1)NC(OC(C)(C)C)=O tert-butyl (3R)-1-(2-(4-cyano-1H-pyrazol-1-yl)-4-(4-fluorophenyl)cyclopentyl)piperidin-3-ylcarbamate